N-(4-((S)-2-(3-fluoro-4-methoxyphenyl)propyl)-6-(((R)-1-hydroxy-4-methylpent-2-yl)amino)-1,3,5-triazin-2-yl)methanesulfonamide FC=1C=C(C=CC1OC)[C@H](CC1=NC(=NC(=N1)N[C@@H](CO)CC(C)C)NS(=O)(=O)C)C